C1(CC1)CO\N=C(/NC(CC1=CC=CC=C1)=O)\C1=C(C(=CC=C1OC(F)F)F)F N-{(Z)-[(Cyclopropylmethoxy)imino][6-(difluoromethoxy)-2,3-difluorophenyl]methyl}-2-phenylacetamid